propyl N,N-dibutylcarbamate C(CCC)N(C(OCCC)=O)CCCC